[Pb].[Cu](N=[N+]=[N-])N=[N+]=[N-] copper azide lead